(5-cyclopropyl-4-methoxybenzo[d]isoxazol-3-yl)-5-ethyl-2-methoxybenzenesulfonamide C1(CC1)C=1C=CC2=C(C(=NO2)C=2C(=C(C=C(C2)CC)S(=O)(=O)N)OC)C1OC